1-(3-(trans-2-(methoxycarbonyl)cyclopropyl)phenyl)-6-(trifluoromethoxy)-1H-indole-2-carboxylic acid COC(=O)[C@H]1[C@@H](C1)C=1C=C(C=CC1)N1C(=CC2=CC=C(C=C12)OC(F)(F)F)C(=O)O